O[C@H]([C@H](C)N1C(C2=CC=CC=C2C1=O)=O)CC(C1=CC=CC=C1)(C1=CC=CC=C1)C1=CC=CC=C1 2-((2S,3S)-3-hydroxy-4-(trityl)butan-2-yl)isoindoline-1,3-dione